C[N+](CC(NCCNC(CCCC(NCCOCCOCCOCCOCCOCCOCCOCCOCCOCCOCCOCCOC)=O)=O)=O)(C)C N,N,N-trimethyl-39,43,48-trioxo-2,5,8,11,14,17,20,23,26,29,32,35-dodecaoxa-38,44,47-triazanonatetracontan-49-aminium